rac-N-(5-bromo-2-(1-thiomorpholino)pyridin-3-yl)benzenesulfonamide BrC=1C=C(C(=NC1)N1CCSCC1)NS(=O)(=O)C1=CC=CC=C1